(S)-3,3,3-trifluoro-2-hydroxy-2-methyl-1-(6-(5-Methyl-7H-pyrrolo[2,3-c]pyridazin-3-yl)-8-((S)-pyrrolidin-2-yl)-3,4-diHydroisoquinolin-2(1H)-yl)propan-1-one trifluoroacetate FC(C(=O)O)(F)F.FC([C@@](C(=O)N1CC2=C(C=C(C=C2CC1)C1=CC2=C(N=N1)NC=C2C)[C@H]2NCCC2)(C)O)(F)F